5-chloro-4-fluoro-11-methyl-2-(methylthio)-8,9-dihydro-11H-7-oxa-1,3,6,11-tetraazaspiro[cycloocta[de]naphthalene-10,3'-oxetan] ClC1=C(C=2N=C(N=C3C2C(=N1)OCCC1(COC1)N3C)SC)F